3,6-dimethyl-phenanthrene CC=1C=CC=2C=CC3=CC=C(C=C3C2C1)C